ClC1([C@H]([C@@H]1C1=CC(=CC=C1)C(F)(F)F)C(=O)O)Cl Trans-2,2-dichloro-3-(3-(trifluoromethyl)phenyl)cyclopropane-1-carboxylic acid